trans-(E)-N-(3-((6-(4-hydroxyphenyl)-1H-indazol-4-yl)oxy)cyclobutyl)-N-methyl-4-(pyrrolidin-1-yl)but-2-enamide OC1=CC=C(C=C1)C1=CC(=C2C=NNC2=C1)O[C@@H]1C[C@H](C1)N(C(\C=C\CN1CCCC1)=O)C